Methyl 5-(5-amino-4-methoxypyrimidin-2-yl)-3-methylpicolinate NC=1C(=NC(=NC1)C=1C=C(C(=NC1)C(=O)OC)C)OC